ClC1=C(N)C=CC=C1SC1=NC=C(N=C1)Cl 2-chloro-3-((5-chloropyrazin-2-yl)thio)aniline